N-[1-(3-bromo-4-fluoro-phenyl)ethyl]-2-methyl-propane-2-sulfinamide BrC=1C=C(C=CC1F)C(C)NS(=O)C(C)(C)C